N1(CCNCC1)C=1C=C2C(=NC=NC2=CC1)N 6-(piperazin-1-yl)quinazolin-4-amine